[N].OC=1C=CC=C2C=CC=NC12 8-hydroxyquinoline nitrogen